tripentaerythritol tetraacrylate C(C=C)(=O)O.C(C=C)(=O)O.C(C=C)(=O)O.C(C=C)(=O)O.OCC(CO)(COCC(CO)(COCC(CO)(CO)CO)CO)CO